N-2-(Aminoethyl)-3-Aminopropyltrimethoxysilane CO[Si](C)(CCCNCCN)OC